6-bromo-1-(4-methoxyphenyl)-1H-1,3-benzodiazole BrC=1C=CC2=C(N(C=N2)C2=CC=C(C=C2)OC)C1